C(C)(C)(C)OC(N[C@@H](C)C1=NC(=NO1)C1=CC(=NC=C1)C(F)(F)F)=O (S)-(1-(3-(2-(trifluoromethyl)pyridin-4-yl)-1,2,4-oxadiazol-5-yl)ethyl)carbamic acid tert-butyl ester